ONC(=O)C=1C=2CN(C(C2C=CC1)(C)C)C(=O)NC1=NC=C(C=C1)C(F)(F)F N4-hydroxy-1,1-dimethyl-N2-(5-(trifluoromethyl)pyridin-2-yl)isoindoline-2,4-dicarboxamide